O=C1NC(CCC1N1C(N(C2=C1C=CC(=C2)CN2CC(N(CC2)C(=O)OC(C)(C)C)C(=O)OC(C)(C)C)C)=O)=O Ditert-butyl 4-[[1-(2,6-dioxo-3-piperidyl)-3-methyl-2-oxo-benzimidazol-5-yl]methyl]piperazine-1,2-dicarboxylate